butyltrimethylammonium bis(trifluoromethanesulfonyl)imide salt [N-](S(=O)(=O)C(F)(F)F)S(=O)(=O)C(F)(F)F.C(CCC)[N+](C)(C)C